4-Methoxy-1-methyl-3-(4,4,4-trifluorobutyl)-1,3-dihydro-2H-benzo[d]imidazole-2-one COC1=CC=CC=2N(C(N(C21)CCCC(F)(F)F)=O)C